BrC1=CN=CC(=N1)C1=CN=C2N1N=C(C(=C2)OC)C(C(F)(F)F)(C)O 2-(3-(6-bromopyrazin-2-yl)-7-methoxyimidazo[1,2-b]pyridazin-6-yl)-1,1,1-trifluoropropan-2-ol